ClC1=C(C=CC(=N1)[C@H](CN1C[C@@H]2[C@](C1)(C[C@H](C2)OC2=CC=CC=C2)O)O)O (3aS,5S,6aR)-2-((S)-2-(6-chloro-5-hydroxypyridin-2-yl)-2-hydroxyethyl)-5-phenoxyhexahydrocyclopenta[c]pyrrol-3a(1H)-ol